ClC1=NC2=C(C=CC=C2C(=C1)O)C(F)(F)F chloro-8-(trifluoromethyl)quinolin-4-ol